NC=1C=CC(=C(C1)P(OCC)(OCC)=O)NS(=O)(=O)C1=CC=C(C=C1)CCCC diethyl (5-amino-2-(4-butylphenyl-sulfonamido)phenyl)phosphonate